n-decyl n-undecyl ether C(CCCCCCCCCC)OCCCCCCCCCC